C(C1=CC=CC=C1)O[C@@H](C=O)[C@H](OCC1=CC=CC=C1)[C@H](O)COCC1=CC=CC=C1 2,3,5-tri-O-benzyl-ribose